C(=O)O.C(C)(=O)NCCC[C@H](C(C)C)N1CC2(C1)CN(CC2)C=2N=CN=NC2OC2=C(C(=O)N(C(C)C)CC)C=C(C=C2)F (R)-2-((5-(2-(6-acetamido-2-methylhexan-3-yl)-2,6-diazaspiro[3.4]octan-6-yl)-1,2,4-triazin-6-yl)oxy)-N-ethyl-5-fluoro-N-isopropylbenzamide formate